C12(CCC1)OC1=C(C=3N(C2)N=NN3)C=CC=C1N 5H-spiro[benzo[f]tetrazolo[1,5-d][1,4]oxazepine-6,1'-cyclobutan]-8-amine